2-methyl-5-[[2-[(2S,5R)-5-methyl-2-phenyl-1-piperidyl]-2-oxo-acetyl]amino]pyridine-3-carboxamide CC1=NC=C(C=C1C(=O)N)NC(C(=O)N1[C@@H](CC[C@H](C1)C)C1=CC=CC=C1)=O